FC(OC1=CC=C(C=C1)C1=NOC(N1)=O)F 3-(4-(Difluoromethoxy)phenyl)-1,2,4-oxadiazol-5(4H)-one